N,N-dimethylvinylurea CN(C(=O)NC=C)C